5-[2-cyclopropyl-5-(morpholin-4-yl)-[1,2,4]triazolo[1,5-a]pyridin-7-yl]-2-fluoro-4-methylaniline C1(CC1)C1=NN2C(C=C(C=C2N2CCOCC2)C=2C(=CC(=C(N)C2)F)C)=N1